C(C)(C)(C)OC(=O)N1CC2C=CC(C1)N2C(C)(C)C2=CC=CC=C2 8-(2-phenylpropan-2-yl)-3,8-diazabicyclo[3.2.1]oct-6-ene-3-carboxylic acid tert-butyl ester